(1s,4s)-N-(4-Chloro-3-methylphenyl)-4-(4-methyl-1-oxoisoindolin-2-yl)cyclohexanecarboxamide ClC1=C(C=C(C=C1)NC(=O)C1CCC(CC1)N1C(C2=CC=CC(=C2C1)C)=O)C